4-((1-methyl-2,3-dihydro-1H-pyrido[2,3-b][1,4]oxazin-7-yl)amino)-N-(4-(4-methylpiperazin-1-yl)phenyl)-2-oxo-1,2-dihydropyridine-3-carboxamide CN1C2=C(OCC1)N=CC(=C2)NC2=C(C(NC=C2)=O)C(=O)NC2=CC=C(C=C2)N2CCN(CC2)C